7-chloroquinoline ClC1=CC=C2C=CC=NC2=C1